ClC1=C(C(=CC=C1Cl)O)[C@H]1C[C@@H]2N(C(OC2C(CO)O)=O)C1 (6R,7aS)-6-(2,3-dichloro-6-hydroxyphenyl)-1-[1,2-dihydroxyethyl]-tetrahydro-1H-pyrrolo[1,2-c][1,3]oxazol-3-one